7-(2-methoxyethyl)-7,9-dihydro-1H-purine-6,8-dione COCCN1C(NC=2N=CNC(C12)=O)=O